2-[5-[chloro(difluoro)methyl]-2-(6-chloro-5-fluoro-3-pyridyl)pyrazol-3-yl]acetamide ClC(C=1C=C(N(N1)C=1C=NC(=C(C1)F)Cl)CC(=O)N)(F)F